Ethane-1-Sulfonate C(C)S(=O)(=O)[O-]